4-benzyl-2-(1-benzyl-1H-pyrazol-2-ium-4-yl)morpholin-4-ium dichloride [Cl-].[Cl-].C(C1=CC=CC=C1)[NH+]1CC(OCC1)C=1C=[NH+]N(C1)CC1=CC=CC=C1